C(C1=CC=CC=C1)NC=1N=NN=NC1 benzylaminotetrazine